2-(2-amino-7-cyano-1-methyl-benzoimidazol-5-yl)-N-phenyl-acetamide NC1=NC2=C(N1C)C(=CC(=C2)CC(=O)NC2=CC=CC=C2)C#N